silver-sulfide carbon [C+4].[S-2].[Ag+]